C(C)(C)C1=C(NC2=CC=C(C=C12)C1CCN(CC1)CC1=NN(C=N1)C)C=1C(=CC=2N(C1)C=NN2)C 6-(3-isopropyl-5-(1-((1-methyl-1H-1,2,4-triazol-3-yl)methyl)piperidin-4-yl)-1H-indol-2-yl)-7-methyl-[1,2,4]triazolo[4,3-a]pyridine